2-methoxypyridin-4-yl-4-oxobutanenitrile COC1=NC=CC(=C1)C(C#N)CC=O